CC1(CCSC2=CC=C(C=C12)C=1N=C(C2=CC=CC=C2C1)N(C)C)C 3-(4,4-dimethylthiachroman-6-yl)-N,N-dimethylisoquinolin-1-amine